[2-(methacryloxy)ethyl]trimethylammonium chloride [Cl-].C(C(=C)C)(=O)OCC[N+](C)(C)C